C(C)(C)(C)OC(=O)N(C1=C(C(=O)OC)C=CC(=C1)Cl)CC Methyl 2-((tert-butoxycarbonyl) (ethyl) amino)-4-chlorobenzoate